(1R,3S,4R)-2-((3-chlorophenyl)-L-leucyl)-N-((R)-1-cyano-2-((R)-2-oxopiperidin-3-yl)ethyl)-5,5-difluoro-2-azabicyclo[2.2.2]octane-3-carboxamide ClC=1C=C(C=CC1)N[C@@H](CC(C)C)C(=O)N1[C@H]2CC([C@@H]([C@H]1C(=O)N[C@H](C[C@@H]1C(NCCC1)=O)C#N)CC2)(F)F